(2S,4R)-1-(2-(3-acetyl-5-(2-(aminomethyl)pyrimidin-5-yl)-1H-indazol-1-yl)acetyl)-N-(6-bromopyridin-2-yl)-4-fluoropyrrolidine-2-carboxamide C(C)(=O)C1=NN(C2=CC=C(C=C12)C=1C=NC(=NC1)CN)CC(=O)N1[C@@H](C[C@H](C1)F)C(=O)NC1=NC(=CC=C1)Br